OC(C(=O)N1CC2(CC2)C(C1CC=1C(=C(C=CC1)C1=CC(=CC(=C1)F)F)F)NS(=O)(=O)CC)(C)C N-(5-(2-hydroxy-2-methylpropanoyl)-6-((2,3',5'-trifluoro-[1,1'-biphenyl]-3-yl)methyl)-5-azaspiro[2.4]heptan-7-yl)ethanesulfonamide